rac-(R)-3-(4-(4-fluoro-4-(2-hydroxyethyl)piperidin-1-yl)phenyl)piperidine-2,6-dione FC1(CCN(CC1)C1=CC=C(C=C1)[C@@H]1C(NC(CC1)=O)=O)CCO |r|